Cl.N1C[C@H](CC1)O (S)-pyrrolidin-3-ol hydrochloride